3-Cyano-2-isopropyl-N-(1-(1-methyl-1H-1,2,3-triazol-4-yl)-1H-indazol-6-yl)benzamide C(#N)C=1C(=C(C(=O)NC2=CC=C3C=NN(C3=C2)C=2N=NN(C2)C)C=CC1)C(C)C